(5-(9H-carbazol-9-yl)-2-(phenylamino)phenyl)boronic acid C1=CC=CC=2C3=CC=CC=C3N(C12)C=1C=CC(=C(C1)B(O)O)NC1=CC=CC=C1